CC1=C(C=CC=C1C)N1CCN(CC1)C(CN1N=C(C2=C1CCC2)C(=O)N2C[C@H]1N(CC2)CCCC1)=O 1-[4-(2,3-Dimethylphenyl)piperazin-1-yl]-2-{3-[(9aS)-octahydro-2H-pyrido[1,2-a]pyrazin-2-carbonyl]-5,6-dihydrocyclopenta[c]pyrazol-1(4H)-yl}ethan-1-on